C(C=C)C(C(=O)O)CC1CCCCC1.C1(CCCCC1)C(C(=O)OCC=C)C allyl cyclohexylpropionate (prop-2-enyl 3-cyclohexylpropionate)